N1(CCNCC1)C1=NC(=NC=2CC3(CCC12)CCC1=CC=CC=C13)OCC13CCCN3CCC1 4'-(Piperazin-1-yl)-2'-((tetrahydro-1H-pyrrolizin-7a(5H)-yl)methoxy)-2,3,5',8'-tetrahydro-6'H-spiro[indene-1,7'-quinazoline]